5-METHYL-1-(TRIISOPROPYLSILYL)-PYRROL-3-YLBORONIC ACID CC1=CC(=CN1[Si](C(C)C)(C(C)C)C(C)C)B(O)O